C1(CCC1)N1N=CC(=C1)C1=C(C(=O)O)C=C(C=C1)NC(=O)C1(CC1)C1=C(C=C(C=C1)C(F)(F)F)F 2-(1-cyclobutyl-1H-pyrazol-4-yl)-5-[({1-[2-fluoro-4-(trifluoromethyl)phenyl]-cyclopropyl}carbonyl)amino]benzoic acid